1-ethynyl-4-nonylbenzene C(#C)C1=CC=C(C=C1)CCCCCCCCC